CC1=NC(=CC=C1[N+](=O)[O-])OC=1C=NC(=CC1)C1=CC=CC=C1 2-methyl-3-nitro-6-((6-phenylpyridin-3-yl)oxy)pyridine